COC=O.CC1=CC(NC(=N1)C1CCC(CC1)OC)=O 4-(6-methyl-4-oxopyrimidyl)-1-methoxycyclohexane methyl-formate